(R)-(3-Fluorophenyl)((2R,5S)-5-(((S)-piperidin-3-yl)methyl)pyrrolidin-2-yl)methanol dihydrochloride Cl.Cl.FC=1C=C(C=CC1)[C@@H](O)[C@@H]1N[C@@H](CC1)C[C@H]1CNCCC1